trifluoromethyl-diazirin FC(F)(F)C1=NN1